6-(3-methyl-1H-pyrrolo[2,3-b]pyridin-5-yl)-8-((R)-morpholin-3-yl)-3,4-dihydroisoquinolin-2(1H)-methanone CC1=CNC2=NC=C(C=C21)C=2C=C1CCN(CC1=C(C2)[C@H]2NCCOC2)C=O